(R)-N-(2-bromo-6-chlorophenyl)-4-methoxy-2-((3-methyl-4-(1-methylazepan-4-yl)phenyl)amino)pyrimidine-5-carboxamide BrC1=C(C(=CC=C1)Cl)NC(=O)C=1C(=NC(=NC1)NC1=CC(=C(C=C1)[C@H]1CCN(CCC1)C)C)OC